C[C@@]12CCC[C@H]1[C@@H]1CC=C3C[C@H](CC[C@]3(C)[C@H]1CC2)O androst-5-en-3beta-ol